(1r,4r)-N1,N4-bis(4-(bis(((Z)-dec-4-en-1-yl)oxy)(methyl)silyl)butyl)-N1,N4-dimethylcyclohexane-1,4-diamine C(CC\C=C/CCCCC)O[Si](CCCCN(C1CCC(CC1)N(C)CCCC[Si](C)(OCCC\C=C/CCCCC)OCCC\C=C/CCCCC)C)(C)OCCC\C=C/CCCCC